(1s,2s)-2-(5-{tert-butoxycarbonyl-[4'-(3-methanesulfonyl-propoxy)-2',6'-dimethyl-biphenyl-3-ylmethyl]-amino}-pyrazin-2-yl)-cyclopropanecarboxylic acid C(C)(C)(C)OC(=O)N(C=1N=CC(=NC1)[C@@H]1[C@H](C1)C(=O)O)CC=1C=C(C=CC1)C1=C(C=C(C=C1C)OCCCS(=O)(=O)C)C